OC1=C(C=C(C=C1C(C)(C)C)C(C)(C)C)N1N=C2C(=N1)C=CC=C2 2-(2'-Hydroxy-3',5'-di-tert-butylphenyl)-benzotriazole